2-(3-fluoro-4-hydroxyphenyl)[1,2,4]triazolo[1,5-c]quinazolin FC=1C=C(C=CC1O)C1=NN2C=NC=3C=CC=CC3C2=N1